N[C@@H](CCCC)C1(OC2=C(C1)C(=C(C(=C2)F)Cl)C2=C(C#N)C=CC(=C2F)OCCO)C2=CC=CC=C2 2-(2-((S)-1-aminopentyl)-5-chloro-6-fluoro-2-phenyl-2,3-dihydrobenzofuran-4-yl)-3-fluoro-4-(2-hydroxyethoxy)benzonitrile